BrC1=C(OCC2=NNC(N2)=O)C=CC=C1Br 3-[(2,3-Dibromophenoxy)methyl]-1H-1,2,4-triazol-5(4H)-one